NC1=C(SC2=NC(=C(C=C21)F)C)C(=O)NC2CC=1C=C(C(=NC1CC2)N2CC(C(C2)C(COC)(F)F)N)F 3-amino-N-{2-[3-amino-4-(1,1-difluoro-2-methoxyethyl)pyrrolidin-1-yl]-3-fluoro-5,6,7,8-tetrahydroquinolin-6-yl}-5-fluoro-6-methylthieno[2,3-b]pyridine-2-carboxamide